N#[C-].CC=1C=CC=CC1C 3,4-dimethylbenzene isonitrile